(2'S,7r)-2-chloro-2'-methyl-spiro[4,5-dihydrothieno[2,3-C]pyran-7,4'-piperidine] ClC1=CC2=C(S1)[C@@]1(C[C@@H](NCC1)C)OCC2